C(C)(=O)N1[C@H](CN(C[C@H]1COC)C(C=C)=O)C1=CC(=NC(=C1)Cl)C1=CC(=NC=N1)C(=O)NC 6-(4-((2s,6S)-1-acetyl-4-acryloyl-6-(methoxymethyl)piperazin-2-yl)-6-chloropyridin-2-yl)-N-methylpyrimidine-4-carboxamide